6-(5-Chloro-6-methoxypyridin-3-yl)-N-((4-hydroxypyrimidin-2-yl)methyl)pyrimidine-4-carboxamide ClC=1C=C(C=NC1OC)C1=CC(=NC=N1)C(=O)NCC1=NC=CC(=N1)O